F[C@@H]1[C@@H](C1)NC(=O)C1=CN=C2N1N=C(C=C2NC)NC=2C(=C(C=CC2)C2=CC=C(C=N2)C(=O)N2CCN(CC2)C(=O)OC(C)(C)C)OC Tert-butyl 4-(6-{3-[(3-{[(1R,2S)-2-fluorocyclopropyl]carbamoyl}-8-(methylamino)imidazo[1,2-b]pyridazin-6-yl)amino]-2-methoxyphenyl}pyridine-3-carbonyl)piperazine-1-carboxylate